ClC=1C=C2C=C(NC2=CC1C=1C=C2CCNC2=CC1)CNC(C)=O N-{[5-chloro-6-(5-indolinyl)-2-indolyl]methyl}acetamide